9-borabicyclo[3.3.1]Nonane hydride [H-].C12CCCC(CCC1)B2